CS(=O)(=O)OC(C)C1=CC=2C=NC(=CC2N1COCC[Si](C)(C)C)NC(=O)C1=CC=C2C=NN(C2=C1)C 1-[6-(1-methylindazole-6-amido)-1-[[2-(trimethylsilyl)ethoxy]methyl]pyrrolo[3,2-c]pyridin-2-yl]ethyl methanesulfonate